4-Ethyl-2,6-dimethylphenol C(C)C1=CC(=C(C(=C1)C)O)C